tert-butyl 4-((2R,3R)-1-(3-cyano-6-(4-(1,4-dimethyl-1H-pyrazol-5-yl)piperidin-1-yl)-2-(trifluoromethyl)pyridin-4-yl)-2-methylazetidin-3-yl)piperazine-1-carboxylate C(#N)C=1C(=NC(=CC1N1[C@@H]([C@@H](C1)N1CCN(CC1)C(=O)OC(C)(C)C)C)N1CCC(CC1)C1=C(C=NN1C)C)C(F)(F)F